C(C1=CC=CC=C1)N1CC2C(C1)(C(NC2=O)=O)C 5-benzyl-3a-methyltetrahydropyrrolo[3,4-c]pyrrole-1,3(2H,3aH)-dione